bis(dimethylamino)tantalum CN(C)[Ta]N(C)C